7-isopropyl-5-(4-phenoxyphenyl)-6-(piperidin-4-ylethynyl)-7H-pyrrolo[2,3-d]pyrimidin-4-amine C(C)(C)N1C(=C(C2=C1N=CN=C2N)C2=CC=C(C=C2)OC2=CC=CC=C2)C#CC2CCNCC2